tert-Butyl 8'-(6-(3-(dimethylamino)propoxy)-5-(methylsulfonamido) pyridin-3-yl)-3'-methyl-2'-oxo-2',3'-dihydrospiro[azetidine-3,1'-pyrrolo[2,3-c]quinoline]-1-carboxylate CN(CCCOC1=C(C=C(C=N1)C1=CC=2C3=C(C=NC2C=C1)N(C(C31CN(C1)C(=O)OC(C)(C)C)=O)C)NS(=O)(=O)C)C